3,6-ditert-butyl-9H-carbazole C(C)(C)(C)C=1C=CC=2NC3=CC=C(C=C3C2C1)C(C)(C)C